C(C)(C)(C)OC(N(C)CC[C@H](N1CCN(CC1)C)C1=CC(=CC(=C1)C)Cl)=O.C(C)(C)(C)P(C(C)(C)C)C(C)(C)C tris-(tert-butyl)phosphine tert-butyl-(S)-(3-(3-chloro-5-methylphenyl)-3-(4-methylpiperazin-1-yl)propyl)(methyl)carbamate